O=C1NC(CCC1N1CC2=CC3=C(C=C2C1=O)OC[C@H]1N3CCN(C1)C(=O)OC(C)(C)C)=O tert-butyl (4aS)-9-(2,6-dioxopiperidin-3-yl)-8-oxo-1,2,4a,5,9,10-hexahydro-8H-pyrazino[1',2':4,5][1,4]oxazino[2,3-f]isoindole-3(4H)-carboxylate